C1(=CC=CC=C1)[B-](C1=CC=CC=C1)(C1=CC=CC=C1)C1=CC=CC=C1.CN1C=[NH+]C=C1 1-methylimidazolium tetraphenylborate